1-[4-({4-[(3S,4S)-3,4-difluoropyrrolidin-1-yl]-5-(trifluoromethyl)pyrimidin-2-yl}amino)-3-ethylphenyl]piperidin-3-ol F[C@H]1CN(C[C@@H]1F)C1=NC(=NC=C1C(F)(F)F)NC1=C(C=C(C=C1)N1CC(CCC1)O)CC